N-(2-amino-ethyl)-N,N-dimethyl-2,3-bis(tetradecyloxy)-1-propanaminium bromide [Br-].NCC[N+](CC(COCCCCCCCCCCCCCC)OCCCCCCCCCCCCCC)(C)C